(3S)-3-(morpholin-4-ylmethyl)-3,4-dihydroisoquinolin N1(CCOCC1)C[C@H]1N=CC2=CC=CC=C2C1